Cis-3-hexenyl Salicylate ((Z)-hex-3-en-1-yl 2-hydroxybenzoate) C(C\C=C/CC)C=1C(=C(C(=O)O)C=CC1)O.C(C=1C(O)=CC=CC1)(=O)OCC\C=C/CC